F[C@@H]1C[C@@]2(CC[C@@H](N2C1)C)CO ((2R,5S,7aS)-2-fluoro-5-methyltetrahydro-1H-pyrrolizin-7a(5H)-yl)methanol